(S)-2-(5-fluoro-2-methyl-4-nitrophenyl)propanoic acid FC=1C(=CC(=C(C1)[C@@H](C(=O)O)C)C)[N+](=O)[O-]